(3-Chloro-4-((dimethylamino)methyl)phenyl)boronic acid ClC=1C=C(C=CC1CN(C)C)B(O)O